thienopyridine S1C=CC2=C1C=CC=N2